3-({[(1S)-6-[(2-fluorophenyl)thio]-1,2,3,4-tetrahydronaphthalen-1-yl]methyl}amino)pyridine-4-carboxylic acid FC1=C(C=CC=C1)SC=1C=C2CCC[C@@H](C2=CC1)CNC=1C=NC=CC1C(=O)O